FC=1N=CN(C1C(=O)OCC)C(C)C1=C(C=CC=C1)OC ethyl 4-fluoro-1-[1-(2-methoxyphenyl) ethyl]-1H-imidazole-5-carboxylate